N-methyl-N-(1-((S)-1-trityl-aziridine-2-carbonyl)piperidine-4-carbonyl)-L-valine methyl ester COC([C@@H](N(C(=O)C1CCN(CC1)C(=O)C1[N@](C1)C(C1=CC=CC=C1)(C1=CC=CC=C1)C1=CC=CC=C1)C)C(C)C)=O